6-chloro-N-(3-methoxyphenyl)-N-(1-methylpyrrolidin-3-yl)benzo[b]thiophene-2-carboxamide ClC=1C=CC2=C(SC(=C2)C(=O)N(C2CN(CC2)C)C2=CC(=CC=C2)OC)C1